C(C)(C)(C)OC(NC1C(N(C(C1)C)C1=C(C(=C(C=C1)C1=C(C=CC=C1)P(=O)(C)C)F)F)=O)=O (1-(2'-(dimethylphosphoryl)-2,3-difluoro-[1,1'-biphenyl]-4-yl)-5-methyl-2-oxopyrrolidin-3-yl)carbamic acid tert-butyl ester